(R/S)-tert-Butyl 6-oxo-2-azabicyclo[2.2.2]octane-2-carboxylate O=C1CC2CN([C@@H]1CC2)C(=O)OC(C)(C)C |r|